BrC=1C=CC(=NC1)C(C(F)(F)F)N1C(N(CC1)C)=O 1-(1-(5-Bromopyridin-2-yl)-2,2,2-trifluoroethyl)-3-methylimidazolidin-2-one